4-dodecenylsilane C(CCC=CCCCCCCC)[SiH3]